C([C@@H](O)[C@H](O)CO)O |r| D,L-threitol